C[Si](CCC=1C(=C(C(=O)O)C(=CC1CCC(=O)OC(C)(C)C)Cl)Cl)(C)C 2-(trimethylsilyl)ethyl-4-(3-(t-butoxy)-3-oxopropyl)-2,6-dichlorobenzoic acid